O1N=C(C2=C1C=CC=C2)C2CCN(CC2)CCN2C(C1=C(CC2)NN=C1C)=O 5-{2-[4-(1,2-Benzisoxazol-3-yl)piperidin-1-yl]ethyl}-3-methyl-1,5,6,7-tetrahydro-4H-pyrazolo[4,3-c]pyridin-4-one